C(C)N(C=NC1=C(C=C(C(=C1)OC)C1(COC1)OC)C)C N-ethyl-N'-(5-methoxy-4-(3-methoxyoxetan-3-yl)-2-methylphenyl)-N-methylformimidamide